CN(C(/C=C/CC[C@@H](C(=O)NC=1C(N(C=CC1)CC1=CC2=NC=C(C(=C2N1)CCC(F)(F)F)F)=O)NC(OC)=O)=O)C methyl (S,E)-(7-(dimethylamino)-1-((1-((6-fluoro-7-(3,3,3-trifluoropropyl)-1H-pyrrolo[3,2-b]pyridin-2-yl)methyl)-2-oxo-1,2-dihydropyridin-3-yl)amino)-1,7-dioxohept-5-en-2-yl)carbamate